FC1=C(C(=C2C=CNC2=C1F)S(=O)C)OC=1C=CC(=C(C1)C=1OC=C(N1)C1(CCOC2=C(C=CC=C12)CCC(=O)O)C)F 3-[4-[2-[5-[(6,7-difluoro-4-methylsulfinyl-1H-indol-5-yl)oxy]-2-fluoro-phenyl]oxazol-4-yl]-4-methyl-chroman-8-yl]propanoic acid